N-(1-Cyanocyclopropyl)-9-(5-(difluoromethyl)-1,3,4-thiadiazol-2-yl)-4-(3-(hydroxymethyl)-5,8-dihydro-1,7-naphthyridin-7(6H)-yl)-9H-pyrimido[4,5-b]indole-7-sulfonamide C(#N)C1(CC1)NS(=O)(=O)C1=CC=C2C3=C(N(C2=C1)C=1SC(=NN1)C(F)F)N=CN=C3N3CCC=1C=C(C=NC1C3)CO